BrC=1C=C2C(=CC1)N(C1=C2CC(NC2=C1C=CC=C2)=O)C(=O)OC(C)(C)C 9-bromo-12-(tert-butoxycarbonyl)-7,12-dihydro-indolo[3,2-d][1]benzazepin-6(5H)-one